(R)-ethyl 2-((2S,5R)-2-carbamoyl-3-methyl-7-oxo-1,6-diazabicyclo[3.2.1]oct-3-en-6-yloxy)-2-fluoroacetate C(N)(=O)[C@H]1N2C(N([C@H](C=C1C)C2)O[C@@H](C(=O)OCC)F)=O